COC=1C=C2C3=C(N(C(C2=CC1OC)=O)CCCN1CCCC1)C1=C(C3=O)C=C3C(=N1)OCO3 2,3-dimethoxy-6-(3-(pyrrolidin-1-yl)propyl)-5H-[1,3]dioxolo[4'',5'':5',6']pyrido[3',2':4,5]cyclopenta[1,2-c]isoquinoline-5,12(6H)-dione